(4aR,8aS)-6-[6-[[6-[1-(trifluoromethyl)cyclopropyl]-2-pyridyl]methyl]-2-azaspiro[3.3]heptane-2-carbonyl]-4,4a,5,7,8,8a-hexahydropyrido[4,3-b][1,4]oxazin-3-one FC(C1(CC1)C1=CC=CC(=N1)CC1CC2(CN(C2)C(=O)N2C[C@@H]3[C@@H](OCC(N3)=O)CC2)C1)(F)F